C1=C(C=CC2=CC=CC=C12)C[C@@H](C(=O)N)NC(=O)C1CCC2(CN(CCO2)C(CN2CCN(CCN(CCN(CC2)CC(=O)O)CC(=O)O)CC(=O)O)=O)CC1 (S)-3-(2-naphthyl)-2-((6S,9r)-4-(2-(4,7,10-tri(carboxyMethyl)-1,4,7,10-tetraazacyclododecyl)acetyl)-1-oxa-4-azaspiro[5.5]undecane-9-carboxamido)propionamide